ClC1=CC(=NC(=C1C(=O)O)N1C[C@H](OCC1)C)Cl (R)-4,6-dichloro-2-(2-methylmorpholino)nicotinic acid